BrC1=CC(=C2C=C(C(=NC2=C1)N)Cl)F 7-bromo-3-chloro-5-fluoroquinolin-2-amine